N-((1S,3R)-3-((6-(1-((S)-tetrahydrofuran-3-yl)-1H-pyrazol-4-yl)pyrazolo[1,5-a]pyrazin-4-yl)oxy)cyclohexyl)but-2-ynamide O1C[C@H](CC1)N1N=CC(=C1)C=1N=C(C=2N(C1)N=CC2)O[C@H]2C[C@H](CCC2)NC(C#CC)=O